1-(2-ethoxyethyl)imidazole C(C)OCCN1C=NC=C1